C(C)(=O)C=1C(OC2=CC(=CC=C2C1)N(C)C)=O 3-acetyl-7-(Dimethyl-Amino)coumarin